Methyl 6-methyl-8-oxo-1,3,4,8-tetrahydropyrido[2,1-c][1,4]oxazine-9-carboxylate CC1=CC(C(=C2COCCN21)C(=O)OC)=O